ClC1=C(C=CC=C1)C1=CC(=CC(N1)=O)C=1C(=NC=CC1)NC1=CC(=NC=C1)C 6-(2-chlorophenyl)-4-[2-[(2-methylpyridin-4-yl)amino]pyridinyl]-1H-pyridin-2-one